tert-butyl N-[[2-(chloromethyl)imidazo[1,2-a]pyridin-6-yl]methyl]carbamate ClCC=1N=C2N(C=C(C=C2)CNC(OC(C)(C)C)=O)C1